N1=CC=C(C=C1)N1CC2(CN(C2)CC[C@@H]2OC(C3(C2)CCCCC3)=O)C1 (R)-3-(2-(6-(Pyridin-4-yl)-2,6-diazaspiro[3.3]heptan-2-yl)ethyl)-2-oxaspiro[4.5]decan-1-on